C1(=CC=CC=C1)N(C1=CC=C(C=C1)C1=CC=C(C=C1)N(C1=CC=C(C=C1)N(C1=CC(=CC=C1)C)C1=CC=CC=C1)C1=CC=CC=C1)C1=CC=C(C=C1)N(C1=CC(=CC=C1)C)C1=CC=CC=C1 N,N'-Diphenyl-N,N'-bis-[4-(phenyl-meta-methylphenyl-amino)-phenyl]-biphenyl-4,4'-diamine